4-Hydroxy-2-ketovalerate OC(CC(C(=O)[O-])=O)C